COC1=C(CNC2=NC=NC3=C(C=CC=C23)C(=O)O)C=CC(=C1)OC 4-((2,4-dimethoxybenzyl)amino)quinazoline-8-carboxylic acid